(2-(4-(2-chloroacetamido) phenyl) quinolin-4-yl) methacrylate C(C(=C)C)(=O)OC1=CC(=NC2=CC=CC=C12)C1=CC=C(C=C1)NC(CCl)=O